adenosine 2'-monophosphate P(=O)(O)(O)O[C@H]1[C@@H](O[C@@H]([C@H]1O)CO)N1C=NC=2C(N)=NC=NC12